BrC1=CC2=C(C3=CC=C(C=C3C(=C2C=C1)C(=O)O)Br)C(=O)O 2,6-dibromo-9,10-anthracenedicarboxylic acid